FC(CCCCC1=NC=2NCCCC2C=C1)(F)[C@H]1CN(CC1)CC(=O)O 2-[(3R)-3-[1,1-difluoro-5-(5,6,7,8-tetrahydro-1,8-naphthyridin-2-yl)pentyl]pyrrolidin-1-yl]acetic acid